C(=CC)C(=CC1=CC=CC=C1)S(=O)(=O)O propenyl-styrenesulfonic acid